Cl.N[C@@H]1CN(CC[C@@H]1F)C(=O)C1=CC2=C(N(C(=N2)C=2N(C3=CC=CC=C3C2)CC)C)C=C1 ((3R,4S)-3-amino-4-fluoropiperidin-1-yl)(2-(1-ethyl-1H-indol-2-yl)-1-methyl-1H-benzo[d]imidazol-5-yl)methanone, hydrochloride